OC(CC(=O)[O-])C (L)-β-hydroxybutyrate